CC1=C(C=CC=C1N1C(C=CC1=O)=O)N1C(C=CC1=O)=O N,N'-2,6-tolylenebismaleimide